C1(CCCCCCC1)C(C(=O)NC1=CC=C2C(=C1)NC(C21CCOCC1)=O)NC=1N=NC(=CC1)OC 2-Cyclooctyl-2-[(6-methoxy-pyridazin-3-yl)amino]-N-(2-oxospiro[1H-indole-3,4'-oxane]-6-yl)acetamide